6-[4-(difluoromethyl)phenyl]-N-[(trans)-2-hydroxycyclopentyl]-3-oxo-2-(pyridin-3-yl)-2,3-dihydropyridazine-4-carboxamide FC(C1=CC=C(C=C1)C=1C=C(C(N(N1)C=1C=NC=CC1)=O)C(=O)N[C@H]1[C@@H](CCC1)O)F